2-(2-Hydroxyethoxy)acetaldehyd OCCOCC=O